C(C)(C)[C@@H]1CC=C(CC1)CC(C)C 3-((S)-4-isopropylcyclohex-1-en-1-yl)-2-methylpropane